7-(3,5-dimethylisoxazol-4-yl)sulfonyl-2-(5H-imidazo[1,5-b]isoindol-5-yl)-7-azaspiro[3.5]nonan-3-ol CC1=NOC(=C1S(=O)(=O)N1CCC2(C(C(C2)C2N3C(C=4C=CC=CC24)=CN=C3)O)CC1)C